2-methoxy-3,4-dioxocyclobut-1-en COC1=CC(C1=O)=O